FC1=CC(=CC=2C=COC21)C=2C(=NC(=CN2)CCC(F)(F)F)N2CCC1(CC(C1)C(=O)O)CC2 7-(3-(7-fluorobenzofuran-5-yl)-6-(3,3,3-trifluoropropyl)pyrazin-2-yl)-7-azaspiro[3.5]nonane-2-carboxylic acid